(R)-6-(aminomethyl)piperidin-2-one NC[C@H]1CCCC(N1)=O